F[C@@H]1[C@H](C=2C(=C(SC2S(=O)(=O)C)OCC(F)(F)F)C1)O (4S,5S)-5-fluoro-3-methanesulfonyl-1-(2,2,2-trifluoroethoxy)-4H,5H,6H-cyclopenta[c]thiophen-4-ol